C(C)C1CC(C1)COCCOCC1CC(C1)CC ethylene glycol bis(3-ethylcyclobutylmethyl) ether